2-(2-ethoxy-5-nitrophenyl)-5-methyl-7-propylimidazo[5,1-f][1,2,4]triazin-4(3H)-one C(C)OC1=C(C=C(C=C1)[N+](=O)[O-])C1=NN2C(C(N1)=O)=C(N=C2CCC)C